FC(C(F)(F)F)N1N=CC2=CC=CC=C12 (1,2,2,2-tetrafluoroethyl)-1H-indazol